1,1-Dipropylpiperidinium fluoride [F-].C(CC)[N+]1(CCCCC1)CCC